Ethyl (S)-3-(2',5-dimethyl-6'-(pent-4-en-1-yloxy)-[1,1'-biphenyl]-3-yl)-3-((R)-2-hydroxypent-4-enamido)propanoate CC1=C(C(=CC=C1)OCCCC=C)C1=CC(=CC(=C1)C)[C@H](CC(=O)OCC)NC([C@@H](CC=C)O)=O